(2-fluoro-6-(pyrimidin-2-yl)phenyl)((1S,4R,6R)-6-((5-(trifluoromethyl)pyrazin-2-yl)amino)-2-azabicyclo[2.2.2]octan-2-yl)methanone FC1=C(C(=CC=C1)C1=NC=CC=N1)C(=O)N1[C@@H]2[C@@H](C[C@H](C1)CC2)NC2=NC=C(N=C2)C(F)(F)F